FC1(CC(C1)NC(=O)C=1C=NN2C1C=C(C=C2)C2=CNC=1N=C(N=CC12)NCC(C)(F)F)F N-(3,3-difluorocyclobutyl)-5-(2-((2,2-difluoropropyl)amino)-7H-pyrrolo[2,3-d]pyrimidin-5-yl)pyrazolo[1,5-a]pyridine-3-carboxamide